5-methyl-4-(4-((2-(4-methylpiperazin-1-yl)pyrimidin-4-yl)amino)phenyl)pyrimidin-2-amine CC=1C(=NC(=NC1)N)C1=CC=C(C=C1)NC1=NC(=NC=C1)N1CCN(CC1)C